ClC=1C(=NC(=NC1)NC1CCOCC1)C1=CC=C2CN(C(C2=C1)=O)CC(N1CC2=C(N=CN=C2)CC1)=O 6-{5-chloro-2-[(oxan-4-yl)amino]pyrimidin-4-yl}-2-(2-oxo-2-{5H,6H,7H,8H-pyrido[4,3-d]pyrimidin-6-yl}ethyl)-2,3-dihydro-1H-isoindol-1-one